C1(CC1)COC=1C=CC=CC1OC(F)F 3-(cyclopropylmethoxy)-4-(difluoromethoxy)benzene